Gadolinium(III) 2,2',2''-(10-(14-octadecyl-2,6,10,13-tetraoxo-4,8-dioxa-3,7,11,14-tetraazadotriacontyl)-1,4,7,10-tetraazacyclododecan-1,4,7-triyl)triacetat C(CCCCCCCCCCCCCCCCC)N(C(CNC(CONC(CONC(CN1CCN(CCN(CCN(CC1)CC(=O)[O-])CC(=O)[O-])CC(=O)[O-])=O)=O)=O)=O)CCCCCCCCCCCCCCCCCC.[Gd+3]